(R)-1-(2-chlorophenyl)ethyl (5-(5-(2,2-difluoro-3-(5-thioxo-4,5-dihydro-1,2,4-oxadiazol-3-yl)cyclopropane-1-carboxamido)-6-methylpyridin-2-yl)-3-methylisoxazol-4-yl)carbamate FC1(C(C1C1=NOC(N1)=S)C(=O)NC=1C=CC(=NC1C)C1=C(C(=NO1)C)NC(O[C@H](C)C1=C(C=CC=C1)Cl)=O)F